C(C=CC=CCCCCCCCCCCCCC)(=O)OCCCCCCCCCCCCCCCCCCCCCCCCCCCCCCCC(=O)N[C@H](CO)[C@H](O)C(CCCCCCCCCCCCCCCC)O N-(32-(9Z,12Z-octadecadienoyloxy)-dotriacontanoyl)-4R-hydroxy-eicosasphinganine